CC=1SC(=C(N1)[C@@H](C1(CC1)C)NC1=C(C(C1=O)=O)NC1=C(C(=NC=C1)C(=O)N(C)C)O)C (R)-4-((2-(((2,5-Dimethylthiazol-4-yl)(1-methylcyclopropyl)-methyl)amino)-3,4-dioxocyclobut-1-en-1-yl)amino)-3-hydroxy-N,N-dimethylpicolinamide